C\C(=C/CO)\C=C\C=C(\C=C\C1=C(CCCC1(C)C)C)/C (2E,4E,6E,8E)-3,7-dimethyl-9-(2,6,6-trimethylcyclohex-1-enyl)nona-2,4,6,8-tetraen-1-ol